3,5-dibromo-N-(tert-butyl)picolinamide ethyl-2-(2-((5-(3-(aminomethyl)-5-fluorophenyl)-2-methylbenzofuran-3-yl)methoxy)-4-methoxyphenyl)acetate C(C)OC(CC1=C(C=C(C=C1)OC)OCC1=C(OC2=C1C=C(C=C2)C2=CC(=CC(=C2)F)CN)C)=O.BrC=2C(=NC=C(C2)Br)C(=O)NC(C)(C)C